indium gallium tin oxide Indium Gallium Zinc [Zn].[Ga].[In].[Sn]=O.[Ga].[In]